7-amino-3-ethyl-5-((2-(1-(3-hydroxypropyl)-1H-pyrazol-5-yl)ethyl)amino)-2-methylpyrazolo[1,5-a]pyrimidine-6-carbonitrile NC1=C(C(=NC=2N1N=C(C2CC)C)NCCC2=CC=NN2CCCO)C#N